C(C)(C)(C)OOC1CCCCC1 1-t-butylperoxycyclohexane